NC=1C=C(OC=2C3=C(N(CN2)C2=CC=C(C=C2)N2CCN(CC2)C)COC3)C=CC1 4-(3-aminophenoxy)-N-(4-(4-methylpiperazin-1-yl)phenyl)-5,7-dihydrofurano[3,4-d]pyrimidine